CC1(CCN(CC1)N1C(=NC=2C1=C1C(=NC2)NC=C1)CO)CSC (1-(4-methyl-4-((methylthio)methyl)piperidin-1-yl)-1,6-dihydroimidazo[4,5-d]pyrrolo[2,3-b]pyridin-2-yl)methanol